(3R)-3-{[2-(3-fluorophenyl)-7-(trifluoromethyl)[1,2,4]triazolo[1,5-c]quinazolin-5-yl]amino}azepan-2-one FC=1C=C(C=CC1)C1=NN2C(=NC=3C(=CC=CC3C2=N1)C(F)(F)F)N[C@H]1C(NCCCC1)=O